dimethylcarbodiimide hydrochloride Cl.CN=C=NC